N-(2-aminoethyl)-3-aminopropylmethyl-dimethoxysilane CO[Si](C)(CCCNCCN)OC